FC1(CCC2=C1N=C(N=C2C2=CC=C(C=C2)CC(=O)O)N2[C@H](CC2)C)F (S)-2-(4-(7,7-difluoro-2-(2-methylazetidin-1-yl)-6,7-dihydro-5H-cyclopenta[d]-pyrimidine-4-yl)phenyl)acetic acid